ClC=1C=C2C=C(NC2=CC1C1=NC=C(N=C1)OC)CNC(=O)C1CC(C1)O N-{[5-chloro-6-(5-methoxy-2-pyrazinyl)-2-indolyl]methyl}3-hydroxycyclobutanecarboxamide